(R)-N-((R)-1-(4-chloro-5-fluoropyridin-2-yl)ethyl)-N-ethyl-2-methylpropan-2-sulfinamide ClC1=CC(=NC=C1F)[C@@H](C)N([S@](=O)C(C)(C)C)CC